N-(3-fluoro-4-(4-((5-(4-hydroxy-4-methyl-piperidin-1-yl)pyridin-2-yl)amino)-5-oxo-5,6-dihydro-1,6-naphthyridin-2-yl)phenyl)cyclohexanecarboxamide FC=1C=C(C=CC1C1=NC=2C=CNC(C2C(=C1)NC1=NC=C(C=C1)N1CCC(CC1)(C)O)=O)NC(=O)C1CCCCC1